C(C)(C)(C)C(C(=O)[O-])(C)C1=CC=CC=C1.[Na+] sodium 2-(tert-butyl)-2-phenylpropionate